FC(CC[C@@H]1NC(N([C@@H](C=2N=CC=C(C3=CN4C(C(OCCCCC1)=N3)=NC=C4)C2)C)CC)=O)(C)F (12R,16R)-16-(3,3-difluorobutyl)-13-ethyl-12-methyl-12,13,16,17,18,19,20,21-octahydro-6,23-(azeno)-11,7-(metheno)imidazo[2,1-c][1,4,10,13,15]oxatetraazacyclohenicosin-14(15H)-one